C(C1=CC=CC=C1)=NCC1=CC(=CC=C1)CN=CC1=CC=CC=C1 N,N'-dibenzylidene-1,3-bis(aminomethyl)benzene